C(C)(C)(C)C1=CC=C(C=C1)NC1CCC(CC1)N (1s,4s)-N1-(4-(tert-butyl)phenyl)cyclohexane-1,4-diamine